C1(CC1)CCN1C(C(=CC(=C1)CN1CCCCC1)C(=O)NC1=CC(=CC=C1)C1(COC1)CC1=NN=CN1C)=O 1-(2-Cyclopropylethyl)-N-(3-(3-((4-methyl-4H-1,2,4-triazol-3-yl)methyl)oxetan-3-yl)phenyl)-2-oxo-5-(piperidin-1-ylmethyl)-1,2-dihydropyridine-3-carboxamide